N[C@@H]1CN(C[C@@H](C1)C)C1=C2C(=NC=C1)C(CC2)O 4-[(3S,5R)-3-Amino-5-methylpiperidin-1-yl]-7-hydroxy-6,7-dihydro-5H-cyclopenta[b]pyridin